S1C(=NC2=C1C=CC=C2)C=2C(OC1=CC(=CC=C1C2)N(CCCC)CCCC)=O 3-(2-benzothiazolyl)-7-(dibutylamino)coumarin